NCCCNC(C1=C(C=C(C=C1)NC=1C=2N(C=CN1)C(=CN2)C2=C(C(=C(C=C2)OC)F)F)CC(F)F)=O N-(3-aminopropyl)-2-(2,2-difluoroethyl)-4-[[3-(2,3-difluoro-4-methoxyphenyl)imidazo[1,2-a]pyrazin-8-yl]amino]benzamide